n-Heptyl Glyceryl Ether C(C(O)CO)OCCCCCCC